4-((3-Hydroxycyclohexyl)amino)-N-(4-(4-methylpiperazin-1-yl)phenyl)-2-oxo-1,2-dihydropyridine-3-carboxamide OC1CC(CCC1)NC1=C(C(NC=C1)=O)C(=O)NC1=CC=C(C=C1)N1CCN(CC1)C